FC(C=1C(=NC(=NC1)NC1=C(C=C(C=C1)N1C[C@@H]2N(CC1)CCC2)CC)NCCCN2C(OCCC2)=O)F (R)-3-(3-((5-(difluoromethyl)-2-((2-ethyl-4-(hexahydropyrrolo[1,2-a]pyrazin-2(1H)-yl)phenyl)amino)pyrimidin-4-yl)amino)propyl)-1,3-oxazinan-2-one